C1(CC1)C1=NC=CC=C1C1=C(C=CC(=C1)F)O (2-cyclopropylpyridin-3-yl)-4-fluorophenol